2-(4,4-Difluoropiperidin-1-yl)-4-(1-(2-fluoro-4-nitrophenyl)-1H-pyrazol-4-yl)-6-methylpyrimidine FC1(CCN(CC1)C1=NC(=CC(=N1)C=1C=NN(C1)C1=C(C=C(C=C1)[N+](=O)[O-])F)C)F